COC1=NC2=CC=CC=C2C=C1CC1=CC=C(CS(=O)(C)=NC(OC(C)(C)C)=O)C=C1 tert-butyl (((S or R)-4-((2-methoxyquinolin-3-yl)methyl)benzyl)(methyl)(oxo)-λ6-sulfanylidene)carbamate